COC1=C(C=CC(=C1)OC(F)(F)F)N[C@@H]1[C@@H](CN(CC1)C=1C2=C(N(C(C1C#N)=O)C)SC(=N2)C)C 7-[(3R,4S)-4-{[2-methoxy-4-(trifluoromethoxy)phenyl]amino}-3-methyl-piperidin-1-yl]-2,4-dimethyl-5-oxo-4H,5H-[1,3]thiazolo[5,4-b]pyridine-6-carbonitrile